C(#CCCCC)C=1C=C(C#N)C=CC1 3-(hex-1-yn-1-yl)benzonitrile